BrC1=CC(=NC=C1)C(C(=O)N)CC1=CC=CC=C1 (4-bromopyridin-2-yl)-3-phenylpropionamide